1,4-dimethylbenzylhydrazine CC1(CNN)CC=C(C=C1)C